C(#N)C1=CC(=C(OCC2=NC=CC(=N2)OC2CCN(CC2)CC=2N(C3=C(C=NC(=C3)C(=O)O)N2)C[C@H]2OCC2)C=C1)F 2-{[4-({2-[(4-Cyano-2-fluorophenoxy)methyl]pyrimidin-4-yl}oxy)piperidin-1-yl]methyl}-1-{[(2S)-oxetan-2-yl]methyl}-1H-imidazo[4,5-c]pyridine-6-carboxylic acid